5-(2-chloro-phenyl)-3-[1-(2,6-dichloro-3-fluoro-phenyl)-ethoxy]-pyridin-2-ylamine ClC1=C(C=CC=C1)C=1C=C(C(=NC1)N)OC(C)C1=C(C(=CC=C1Cl)F)Cl